6,6,9-trimethyl-3-(trifluoromethylsulfonyloxy)-6a,7,8,10a-tetrahydro-6H-benzo[c]chromen-1-yl 2-naphthoate C1=C(C=CC2=CC=CC=C12)C(=O)OC1=C2C3C(C(OC2=CC(=C1)OS(=O)(=O)C(F)(F)F)(C)C)CCC(=C3)C